5'-(4-cyclopropyl-2-mercapto-1H-imidazol-1-yl)spiro[cyclopropane-1,1'-isoindole] C1(CC1)C=1N=C(N(C1)C=1C=C2C=NC3(C2=CC1)CC3)S